(S)-2-chloro-4-(2-(hydroxymethyl)pyrrolidin-1-yl)-7,8-dihydro-5H-thiopyrano[4,3-d]pyrimidine 6,6-dioxide ClC=1N=C(C2=C(N1)CCS(C2)(=O)=O)N2[C@@H](CCC2)CO